(R)-N'-(((R)-2-fluoro-1,2,3,5,6,7-hexahydro-s-indacen-4-yl)carbamoyl)-3,3-dimethyl-2,3-dihydropyrazolo[5,1-b]oxazole-7-sulfonimidamide F[C@@H]1CC2=CC=3CCCC3C(=C2C1)NC(=O)N=[S@](=O)(N)C=1C=NN2C1OCC2(C)C